2-(2-oxotetrahydrofuran-3-yl)isoindoline-1,3-dione O=C1OCCC1N1C(C2=CC=CC=C2C1=O)=O